(E)-N'-[6-[7-fluoro-2-(oxan-2-yl)indazole-4-carbonyl]-8-(trifluoromethoxy)quinolin-5-yl]-N,N-dimethylmethanimidamide FC1=CC=C(C2=CN(N=C12)C1OCCCC1)C(=O)C=1C(=C2C=CC=NC2=C(C1)OC(F)(F)F)/N=C/N(C)C